6-(2-Hydroxy-3,4,6-trimethoxybenzylamino)-9-β-D-arabinofuranosylpurin OC1=C(CNC2=C3N=CN(C3=NC=N2)[C@H]2[C@@H](O)[C@H](O)[C@H](O2)CO)C(=CC(=C1OC)OC)OC